4-(3-acryloyloxy-2-methoxypropyloxy)benzoic acid methyl ester COC(C1=CC=C(C=C1)OCC(COC(C=C)=O)OC)=O